C(C1=CC=CC=C1)OC1=CC=C(C=N1)B(O)O 6-(benzyloxy)pyridine-3-boronic acid